6-(4-fluoro-benzyl)-3,3-dimethyl-2,3-dihydro-1H-pyrrolo[3,2-b]Pyridine-5-carbaldehyde FC1=CC=C(CC=2C=C3C(=NC2C=O)C(CN3)(C)C)C=C1